2-methyl-4-(4-tert-butylphenyl)-5-methoxy-6-tert-butyl-indan-1-one CC1C(C2=CC(=C(C(=C2C1)C1=CC=C(C=C1)C(C)(C)C)OC)C(C)(C)C)=O